(S)-1-(2,4-dimethoxybenzyl)-2-ethynyl-2'-(trifluoromethyl)-4',5'-dihydrospiro[piperidine-4,7'-thieno[2,3-c]pyran] COC1=C(CN2C(C[C@@]3(OCCC4=C3SC(=C4)C(F)(F)F)CC2)C#C)C=CC(=C1)OC